OC(CCCC(=CCCC=[N+](C(C)C)[O-])C)(C)C 9-hydroxy-N-isopropyl-5,9-dimethyldec-4-en-1-imine oxide